OC(=O)C(F)(F)F.NCCONC(=O)[C@H]1N2C(N([C@H](CC1)C2)OS(=O)(=O)OCC(C(=O)O)(C)C)=O (((((1R,2S,5R)-2-((2-aminoethoxy) carbamoyl)-7-oxo-1,6-diazabicyclo[3.2.1]oct-6-yl) oxy) sulfonyl) oxy)-2,2-dimethylpropanoate TFA salt